4-methanesulfonylbenzene CS(=O)(=O)C1=CC=CC=C1